[N+](=O)([O-])C1=C(N)C(=CC=C1)[N+](=O)[O-] 2,6-dinitro-aniline